1,3-bisaminocyclohexylamine NC1(CC(CCC1)N)N